C(C)(=O)N1C(CCC1=O)C(=O)NC1=C(C=CC(=C1)COC1=CC(=CC=C1)F)OC 1-Acetyl-N-(5-((3-fluorophenoxy)methyl)-2-methoxyphenyl)-5-oxopyrrolidine-2-carboxamide